BrC=1C(=C2CCN(C2=CC1)C(=O)OC(C)(C)C)F tert-Butyl 5-bromo-4-fluoroindoline-1-carboxylate